C(C)(=O)O[BH2-]OC(C)=O diacetoxyborohydride